2-(2-oxo-1-pyrrolidinyl)propionic acid O=C1N(CCC1)C(C(=O)O)C